2-(3-hydroxy-4-((4-(3-(4-(trifluoromethyl)phenyl)morpholino)-7H-pyrrolo[2,3-d]pyrimidin-7-yl)methyl)piperidin-1-yl)acetamide OC1CN(CCC1CN1C=CC2=C1N=CN=C2N2C(COCC2)C2=CC=C(C=C2)C(F)(F)F)CC(=O)N